tert-butyl (S)-((3'-chloro-2'-(2-fluoro-3-(4-methoxy-5-vinylpicolinamido)phenyl)-6-methoxy-[2,4'-bipyridin]-5-yl)methyl)((5-oxopyrrolidin-2-yl)methyl)carbamate ClC=1C(=NC=CC1C1=NC(=C(C=C1)CN(C(OC(C)(C)C)=O)C[C@H]1NC(CC1)=O)OC)C1=C(C(=CC=C1)NC(C1=NC=C(C(=C1)OC)C=C)=O)F